C1CC12CCN(CC2)C=2C=C(C=CC2N2N=NC(=C2)C=2C=C1C=CC=NC1=C(C2F)N2CCC(CC2)(F)F)C(CO)S(=O)(=O)N (3-{6-azaspiro[2.5]oct-6-yl}-4-{4-[8-(4,4-difluoropiperidin-1-yl)-7-fluoroquinolin-6-yl]-1H-1,2,3-triazol-1-yl}phenyl)-2-hydroxyethane-1-sulfonamide